3-(3,3-difluoropyrrolidin-1-yl)-5-ethynylpyridine FC1(CN(CC1)C=1C=NC=C(C1)C#C)F